tert-butyl N-cyclopropyl-N-[1-[2-methyl-7-[[6-methyl-8-(tetrahydrofuran-3-ylmethyl)imidazo[1,2-a]pyrazin-2-yl]carbamoyl]indazol-4-yl]-4-piperidyl]carbamate C1(CC1)N(C(OC(C)(C)C)=O)C1CCN(CC1)C=1C2=CN(N=C2C(=CC1)C(NC=1N=C2N(C=C(N=C2CC2COCC2)C)C1)=O)C